3-((1r,3r)-1-(3,5-dibromophenyl)-3-methylcyclobutyl)-4-methyl-4H-1,2,4-triazole BrC=1C=C(C=C(C1)Br)C1(CC(C1)C)C1=NN=CN1C